COC([C@@H](N)CC1=CC=C(C=C1)NC(C1=C(C=CC(=C1)N(C)C)N)=O)=O 4-{2-amino-5-dimethylaminobenzoylamino}-L-phenylalanine methyl ester